F[C@@H]1CN(CC[C@@H]1NC1=C2C=C(N(C2=CC=C1)CC(F)(F)F)C1=NN=C(S1)CNC(=O)C=1SC=CC1)C |r| (+/-)-N-{[5-(4-{[(3R,4S)-3-fluoro-1-methylpiperidin-4-yl]amino}-1-(2,2,2-trifluoroethyl)-1H-indol-2-yl)-1,3,4-thiadiazol-2-yl]methyl}thiophene-2-carboxamide